Methyl 2-(((1R,2R)-2-((tert-butoxycarbonyl)amino)cyclopentyl)oxy)-6-fluoro-4-(prop-1-en-2-yl)benzoate C(C)(C)(C)OC(=O)N[C@H]1[C@@H](CCC1)OC1=C(C(=O)OC)C(=CC(=C1)C(=C)C)F